F[C@H]1CN(CC[C@H]1NC1=CC=CC2=C1SC(=C2CC(F)(F)F)/C(/N)=N/O)C(=O)OC(C)(C)C tert-butyl (3S,4R)-3-fluoro-4-((2-((Z)-N'-hydroxycarbamimidoyl)-3-(2,2,2-trifluoroethyl)benzo[b]thiophen-7-yl)amino)piperidine-1-carboxylate